ClC1=C(C(=CC=C1F)Cl)N1N=C(C(=N1)C(=O)N)NC1=CC=C(C=C1)C(=O)N1C[C@@H](CC1)F (R)-2-(2,6-dichloro-3-fluorophenyl)-5-((4-(3-fluoropyrrolidine-1-carbonyl)phenyl)amino)-2H-1,2,3-triazole-4-carboxamide